N-((R)-3,3-difluoro-1-(methylsulfonyl)piperidin-4-yl)-5-(1-((R)-1-fluoropropan-2-yl)-1H-benzo[d][1,2,3]triazol-6-yl)-4-methoxypyrrolo[2,1-f][1,2,4]triazin-2-amine FC1(CN(CC[C@H]1NC1=NN2C(C(=N1)OC)=C(C=C2)C=2C=CC1=C(N(N=N1)[C@@H](CF)C)C2)S(=O)(=O)C)F